C(\C=C/C(=O)O)(=O)O.C(\C=C/C(=O)O)(=O)O.C(C1=CC=CC=C1)C1=C(OCCN2CCN(CC2)C)C=CC(=C1)C 1-(2-(2-benzyl-4-methylphenoxy)ethyl)-4-methylpiperazine dimaleate